2-(4-nitrophenyl)-7-(piperazin-1-yl)-4H-pyrido[1,2-a]pyrimidin-4-one [N+](=O)([O-])C1=CC=C(C=C1)C=1N=C2N(C(C1)=O)C=C(C=C2)N2CCNCC2